N1C(=NC2=C1C=CC=C2)C2=CC(=NN2)NC(=O)C=2C=NC(=CC2)N2CCC(CC2)N(S(=O)(=O)C)C N-[5-(1H-benzimidazol-2-yl)-1H-pyrazol-3-yl]-6-[4-[methyl(methyl-sulfonyl)amino]-1-piperidyl]pyridine-3-carboxamide